NC1=NN(N=C1)C1CCN(CC1)C(=O)OC(C)(C)C tert-butyl 4-(4-aminotriazol-2-yl)piperidine-1-carboxylate